FC1=CC(=C(C(=O)O)C=C1F)NC1=C(C=C(C=C1)I)F 4,5-difluoro-2-[(2-fluoro-4-iodophenyl)amino]Benzoic acid